ClC1=C(C=C(C=C1)C1=CC(=CC=C1)COC=1C=C2CN(C(C2=CC1)=O)C1C(CCC1)O)C(=O)OC Methyl 4-chloro-3'-(((2-(2-hydroxycyclopentyl)-1-oxoisoindolin-5-yl)oxy)methyl)-[1,1'-biphenyl]-3-carboxylate